3-chloro-2-(2-chloroethoxy)-5-(5-hydroxyindol-1-yl)benzonitrile ClC=1C(=C(C#N)C=C(C1)N1C=CC2=CC(=CC=C12)O)OCCCl